N-({(1r,4r)-4-[6-(4,6-dimethylpyrimidin-2-yl)-2H-indazol-2-yl]cyclohexyl}methyl)-3,5-difluoro-4-hydroxybenzamide CC1=NC(=NC(=C1)C)C=1C=CC2=CN(N=C2C1)C1CCC(CC1)CNC(C1=CC(=C(C(=C1)F)O)F)=O